FC1=C(CC=2NC(=NN2)C(=O)NC2C(N(C=3N(CCC2)N=CC3)C)=O)C=CC=C1F 5-(2,3-Difluorobenzyl)-N-(4-methyl-5-oxo-4,5,6,7,8,9-hexahydropyrazolo[1,5-a][1,3]diazocin-6-yl)-4H-1,2,4-triazol-3-carboxamid